C(C)(C)(C)OC(N[C@H]1[C@H](CCCC1)NC(=O)C1=C(N(C(=C1)C1=C2C(=NC=C1)NC=C2)COCC[Si](C)(C)C)C2=C(C=C(C=C2)C)F)=O tert-butyl-[(1R,2S)-2-({[2-(2-fluoro-4-methylphenyl)-5-(1H-pyrrolo[2,3-b]pyridin-4-yl)-1-{[2-(trimethylsilyl) ethoxy]methyl}-1H-pyrrol-3-yl]carbonyl}amino)cyclohexyl]carbamate